(16R)-12-(2,6-dimethylphenyl)-15-oxa-8λ6-thia-1,9,11,18,22-pentaazatetracyclo[14.4.1.13,7.110,14]tricosa-3,5,7(23),10,12,14(22)-hexaene CC1=C(C(=CC=C1)C)C=1N=C2N[SH4]C=3C=CC=C(CN4CCNC[C@@H](OC(C1)=N2)C4)C3